Cl.ClC1=C(C(=CC=C1)F)C(C)N1N=CC(=C1)N 1-(1-(2-chloro-6-fluorophenyl)ethyl)-1H-pyrazol-4-amine hydrochloride